CC1=CC=2CC3=CC=CC=C3N(C2C=C1)C 2,10-dimethylacridine